(E)-4-(isoindolin-4-yloxy)-N,N-dimethylbut-2-enamide hydrochloride Cl.C1NCC2=C(C=CC=C12)OC/C=C/C(=O)N(C)C